2-fluoronaphthalene-1,3-diol FC1=C(C2=CC=CC=C2C=C1O)O